C(C)(C)(C)OC(=O)N1[C@H](CN(CC1)C=1C2=C(N=C(N1)OC[C@H]1N(CCC1)C)N=C(C=C2)C2=CC=CC1=CC=CC(=C21)Cl)CC#N (S)-4-(7-(8-chloronaphthalen-1-yl)-2-(((S)-1-methylpyrrolidin-2-yl)methoxy)pyrido[2,3-d]Pyrimidin-4-yl)-2-(cyanomethyl)piperazine-1-carboxylic acid tert-butyl ester